C(C)(C)NC1=C(C=C(C(=O)[O-])C=C1Br)Br 4-(N-isopropylamino)-3,5-dibromobenzoate